[Si](C)(C)(C(C)(C)C)O[C@@H](COC1=NN=C(S1)NC(C1=CN=C(C=C1C1=C(C=CC=C1)OC)C)=O)C1=NC=C(C=C1)Cl (R)-N-(5-(2-((tert-butyldimethylsilyl)oxy)-2-(5-chloropyridin-2-yl)ethoxy)-1,3,4-thiadiazol-2-yl)-4-(2-methoxyphenyl)-6-methylnicotinamide